C1(CC1)C(=O)NC1=NC=CC(=C1)C=1C=CC2=C(CCCC[C@H]2NC(OC(C)(C)C)=O)C1 tert-butyl (R)-(2-(2-(cyclopropanecarboxamido)pyridin-4-yl)-6,7,8,9-tetrahydro-5H-benzo[7]annulen-5-yl)carbamate